4-((2R,3S,4S,5R)-3-(2-(2-cyclopropyl-2-oxoethoxy)-3,4-difluorophenyl)-4,5-dimethyl-5-(trifluoromethyl)tetrahydrofuran-2-carboxamido)picolinamide C1(CC1)C(COC1=C(C=CC(=C1F)F)[C@H]1[C@@H](O[C@]([C@H]1C)(C(F)(F)F)C)C(=O)NC1=CC(=NC=C1)C(=O)N)=O